tert-Butyl (4-(3-((R)-3-(2-oxa-7-azaspiro[3.5]nonan-7-yl)pyrrolidin-1-yl)-5-fluoro-7,9-dihydrofuro[3,4-f]quinazolin-6-yl)-3-cyano-7-fluorothieno[3,2-c]pyridin-2-yl)carbamate C1OCC12CCN(CC2)[C@H]2CN(CC2)C2=NC=1C(=C(C3=C(C1C=N2)COC3)C3=NC=C(C2=C3C(=C(S2)NC(OC(C)(C)C)=O)C#N)F)F